[(1S,4R)-4-(2-amino-6-chloro-purin-9-yl)cyclopent-2-en-1-yl]methanol NC1=NC(=C2N=CN(C2=N1)[C@H]1C=C[C@H](C1)CO)Cl